C(#N)[C@@H](C[C@H]1C(NCC1)=O)NC(=O)[C@@H]1N([C@H]2CC([C@@H]1CC2)(F)F)C([C@@H](NC(C(F)(F)F)=O)CC(C)C)=O (1R,3R,4R)-N-((R)-1-cyano-2-((S)-2-oxopyrrolidin-3-yl)ethyl)-5,5-difluoro-2-((2,2,2-trifluoroacetyl)-L-leucyl)-2-azabicyclo[2.2.2]octane-3-carboxamide